phenyl(2,4,6-trimethylbenzoyl)phosphinic acid lithium salt [Li+].C1(=CC=CC=C1)P([O-])(=O)C(C1=C(C=C(C=C1C)C)C)=O